(1R,3R,4R)-N-[(1R)-1-cyano-2-[(3S)-2-oxo-3-piperidyl]ethyl]-2-(4,7-difluoro-1H-indole-2-carbonyl)-5,5-difluoro-2-azabicyclo[2.2.2]octane-3-carboxamide C(#N)[C@@H](C[C@H]1C(NCCC1)=O)NC(=O)[C@@H]1N([C@H]2CC([C@@H]1CC2)(F)F)C(=O)C=2NC1=C(C=CC(=C1C2)F)F